(S)-1-(5-chloro-2-ethoxybenzyl)-3-methylpiperazine difumarate C(\C=C\C(=O)O)(=O)O.C(\C=C\C(=O)O)(=O)O.ClC=1C=CC(=C(CN2C[C@@H](NCC2)C)C1)OCC